N-{(2S,3R)-4,4-difluoro-1-(2-methyl-propanoyl)-2-[(2,2',3'-trifluoro[1,1'-biphenyl]-3-yl)methyl]pyrrolidin-3-yl}-methanesulfonamide FC1([C@@H]([C@@H](N(C1)C(C(C)C)=O)CC=1C(=C(C=CC1)C1=C(C(=CC=C1)F)F)F)NS(=O)(=O)C)F